C(CS)(=O)OC(CCC)OC(CS)=O butanediol di(thioglycolate)